BrCCN(C)CC (2-bromoethyl)(ethyl)methylamine